CN1N=CC(=C1)S(=O)(=O)N1CCNCC1 4-((1-methyl-1H-pyrazol-4-yl)sulfonyl)piperazin